2-(1-ethylquinoline-4(1H)-ylidene)malononitrile C(C)N1C=CC(C2=CC=CC=C12)=C(C#N)C#N